ClC1=C(C=C(C=2C3=C(NC12)[C@@H](CNC(C3)=O)CCN3CCOCC3)C3=NN(N=C3)C)Cl (R)-7,8-dichloro-10-(2-methyl-2H-1,2,3-triazol-4-yl)-5-(2-morpholinoethyl)-3,4,5,6-tetrahydroazepino[4,5-b]indol-2(1H)-one